2-(4-chloro-2-fluorophenyl)-2-oxoethyl acetate C(C)(=O)OCC(=O)C1=C(C=C(C=C1)Cl)F